(S)-4-(azetidine-1-carbonyl)-N-(3-(1-((4-methyl-4H-1,2,4-triazol-3-yl)thio)ethyl)phenyl)picolinamide N1(CCC1)C(=O)C1=CC(=NC=C1)C(=O)NC1=CC(=CC=C1)[C@H](C)SC1=NN=CN1C